CN1CCN(CC1)CC=1C=C(C=C(C1)C(F)(F)F)NC(=O)C1=CSC=2CN(CCC21)C(=O)OC(C)(C)C tert-butyl 3-((3-((4-methylpiperazin-1-yl)methyl)-5-(trifluoromethyl)phenyl)carbamoyl)-4,7-dihydrothieno[2,3-c]pyridine-6(5H)-carboxylate